1-(2-(4-(bis(butylsulfanyl)methyl)-2-chlorophenoxy)ethyl)-4-tosylpiperazine C(CCC)SC(C1=CC(=C(OCCN2CCN(CC2)S(=O)(=O)C2=CC=C(C)C=C2)C=C1)Cl)SCCCC